3,9-divinyl-2,4,8,10-tetra-oxaspiro[5.5]-undecane C(=C)C1OCC2(CO1)COC(OC2)C=C